BrC1=CC=CC(=N1)P(=O)(C1=CC=CC=C1)C1=CC=CC=C1 6-bromo-2-diphenylphosphinylpyridine